N,N-dimethyl-1-(4-(9-(tetrahydro-2H-pyran-4-yl)pyrido[3,2-e][1,2,4]triazolo[4,3-a]pyrazin-2-yl)phenyl)piperidin-4-amine CN(C1CCN(CC1)C1=CC=C(C=C1)C=1C=CC=2N=CC=3N(C2N1)C(=NN3)C3CCOCC3)C